bis-aminomethylenedifurfuryl-amine NC=C1C(C(NCC2=CC=CO2)=CN)OC=C1